(3R,4R)-1-(2-chloro-5-(1-(tetrahydro-2H-pyran-4-yl)-1H-pyrazol-4-yl)pyridin-4-yl)-4-fluoropiperidin-3-ol ClC1=NC=C(C(=C1)N1C[C@H]([C@@H](CC1)F)O)C=1C=NN(C1)C1CCOCC1